S(=O)(=O)(O)O.FC1=C(N)C=C(C(=C1)F)F 2,4,5-trifluoroaniline sulfate